3-(5-(2-chloro-3-fluoro-phenyl)-2,6-dioxo-3-{2-oxo-2-[4-(2-oxo-1,2,4,5-tetrahydro-benzo[d][1,3]diazepin-3-yl Methyl)-piperidin-1-yl]-ethyl}-3,6-dihydro-2H-pyrimidin-1-yl)-propanoate ClC1=C(C=CC=C1F)C1=CN(C(N(C1=O)CCC(=O)[O-])=O)CC(N1CCC(CC1)CN1C(NC2=C(CC1)C=CC=C2)=O)=O